C1(CCC1)C1=C(C=C(C(=O)N2CCC(CC2)C2=CC=C(C#N)C=C2)C=C1)C1=CN=C(N1)CCOC 4-(1-(4-cyclobutyl-3-(2-(2-methoxyethyl)-1H-imidazol-5-yl)benzoyl)piperidin-4-yl)benzonitrile